bis-(p-isocyanatophenyl)-methane N(=C=O)C1=CC=C(C=C1)CC1=CC=C(C=C1)N=C=O